butyltris(tert-butoxy)tin C(CCC)[Sn](OC(C)(C)C)(OC(C)(C)C)OC(C)(C)C